FC(OC(CCCOC1=C(C=CC=C1)CCC1=CC(=CC=C1)OC(F)(F)F)N(C(F)(F)F)OC(F)F)F (difluoromethoxy)-N-(difluoromethoxy)-4-(2-(3-(trifluoromethoxy)phenethyl)phenoxy)-N-(trifluoromethyl)butane-1-amine